N1(C=CC2=CC=CC=C12)CCC(=O)N1CC2=C(N=C(NC2=O)C2(CC2)C2=CC=CC=C2)CC1 6-(3-(1H-indol-1-yl)propionyl)-2-(1-phenylcyclopropyl)-5,6,7,8-tetrahydropyrido[4,3-d]pyrimidin-4(3H)-one